FC1(CN(C1)CC1=C2CCN(C(C2=CC(=C1)CN1C(=NC=C1)NC)=O)CC=1C=C(C(=NC1)C#N)OCC)F 5-((5-((3,3-difluoroazetidin-1-yl)methyl)-7-((2-(methylamino)-1H-imidazol-1-yl)methyl)-1-oxo-3,4-dihydroisoquinolin-2(1H)-yl)methyl)-3-ethoxypicolinonitrile